N-cyclopropylmethoxy-3,4-difluorobenzamide C1(CC1)CONC(C1=CC(=C(C=C1)F)F)=O